NC1=C(C=C(N=N1)C1=C(C=CC=C1)O)N1CC2CCC(C1)N2C2=CC(=NC=C2)C#CCN2C(CC2)C 2-[6-amino-5-[8-[2-[3-(2-methylazetidin-1-yl)prop-1-ynyl]-4-pyridinyl]-3,8-diazabicyclo[3.2.1]oct-3-yl]pyridazin-3-yl]phenol